1-[6-chloro-4-(trifluoromethyl)-2-pyridinyl]ethanone oxime ClC1=CC(=CC(=N1)C(C)=NO)C(F)(F)F